COC(C1=CC(=C(C=C1)Br)NC(C)C(C)(C)O)=O 4-bromo-3-((3-hydroxy-3-methylbutan-2-yl)amino)benzoic acid methyl ester